7-bromo-6-(6-(4-(dimethoxymethyl)piperidin-1-yl)pyridazin-3-yl)-1-fluoro-3-(tetrahydro-2H-pyran-2-yl)-3,8,9,10-tetrahydrocyclohepta[e]indazole BrC1=C(C2=C(C=3C(=NN(C3C=C2)C2OCCCC2)F)CCC1)C=1N=NC(=CC1)N1CCC(CC1)C(OC)OC